F[C@H]1C[C@H](N2N=C(N=C21)C(=O)N2CC1=C(CCC2)C=CC=C1)C1=CC=CC=C1 |r| [rac-(5S,7S)-7-fluoro-5-phenyl-6,7-dihydro-5H-pyrrolo[1,2-b][1,2,4]triazol-2-yl]-(1,3,4,5-tetrahydro-2-benzazepin-2-yl)methanone